IC1=C(NC(NC1=O)=O)C(=O)OC methyl 5-iodo-2,6-dioxo-1,2,3,6-tetrahydropyrimidine-4-carboxylate